CC(C)(C(C)(C)C1=CC=C(C=C1)S(=O)(=O)O)C1=CC=C(C=C1)S(=O)(=O)O 4,4'-(2,3-Dimethylbutane-2,3-diyl)dibenzenesulfonic Acid